1-(2-propynyl)-azepane C(C#C)N1CCCCCC1